C(C)(=O)N[C@H]1[C@@H](C=C(C[C@@H]1NCC=1C=C(C=C(C1)C)C1=CC=CC=C1)C(=O)O)OC(CC)CC (3R,4R,5S)-4-acetylamino-5-((5-methyl-[1,1'-biphenyl]-3-yl)methyl)amino-3-(pentan-3-oxy)cyclohex-1-ene-1-carboxylic acid